[C@H]12CC(C[C@H](CC1)O2)=O |r| rac-(1R,5S)-8-oxabicyclo[3.2.1]octan-3-one